5-CHLORO-2-FLUORO-4-METHOXYPHENYLBORONIC ACID ClC=1C(=CC(=C(C1)B(O)O)F)OC